BrC1=CC=C2[C@@]([C@@H](COC2=C1F)F)(C#N)N[S@@](=O)C(C)(C)C (S)-N-((3s,4s)-7-bromo-4-cyano-3,8-difluorochroman-4-yl)-2-methylpropan-2-sulfinamide